[1-Acetamido-2-(2-oxoimidazolidin-1-yl)ethyl] 2-methylprop-2-enoat CC(C(=O)OC(CN1C(NCC1)=O)NC(C)=O)=C